ClC=1C=CC(=C(C1)C1=CC(=C(N=N1)SCCO)NC1=CC(=NC=C1)NC(CN1CCNCC1)=O)F N-(4-{[6-(5-chloro-2-fluoro-phenyl)-3-[(2-hydroxyethyl)-sulfanyl]pyridazin-4-yl]-amino}pyridin-2-yl)-2-(piperazin-1-yl)acetamide